C(CCCC(=O)OC)(=O)OC1C(C=C2C(C(C3(C(=C12)C)CC3)(C)O)=O)(C)CO 6'-hydroxy-2'-(hydroxymethyl)-2',4',6'-trimethyl-7'-oxo-2',3',6',7'-tetrahydrospiro[cyclopropane-1,5'-inden]-3'-yl methyl glutarate